Boc-DL-3-methylphenylalanine C(=O)(OC(C)(C)C)N[C@H](CC1=CC(=CC=C1)C)C(=O)O |r|